BrC1=CC(=CC=2CCOC21)OC2=CC=C(C=C2)C(F)F 7-Bromo-5-(4-(difluoromethyl)-phenoxy)-2,3-dihydrobenzofuran